C(C=C)(=O)N1CCN(CC1)CC1=CC=C(C=C1)[C@H](C)NC=1N=C(C2=C(N1)N(C(C=C2)=O)CC(C)(C)C)OCC 2-{[(1S)-1-{4-[(4-propenoylpiperazin-1-yl)methyl]phenyl}ethyl]amino}-8-(2,2-dimethylpropyl)-4-ethoxypyrido[2,3-d]pyrimidin-7(8H)-one